C(C)(C)(C)OC(=O)NCCN(C(=O)C1CCC1)CC=1N=CN(C1)C(=O)OC(C)(C)C tert-butyl 4-[(N-{2-[(tert-butoxycarbonyl) amino]ethyl}-1-cyclobutyl formamido) methyl]imidazole-1-carboxylate